N-BUTYLOXYCARBONYL-3-(4-IMIDAZOL-1-YLMETHYLPHENYL)-5-ISO-BUTYLTHIOPHEN-2-SULFONAMID C(CCC)OC(=O)NS(=O)(=O)C=1SC(=CC1C1=CC=C(C=C1)CN1C=NC=C1)CC(C)C